dimethyl-meta-isopropenylbenzyl isocyanate CC(C1=CC(=CC=C1)C(=C)C)(C)N=C=O